tert-butyl 6,6-dimethyl-7-oxo-2-azaspiro[3.5]nonane-2-carboxylate CC1(CC2(CN(C2)C(=O)OC(C)(C)C)CCC1=O)C